tert-Butyl 3-(7-cyano-5-fluoro-1H-indazol-3-yl)-5,6-dihydro-2H-pyridine-1-carboxylate C(#N)C=1C=C(C=C2C(=NNC12)C=1CN(CCC1)C(=O)OC(C)(C)C)F